3-oxa-hex-en-2-one CC(OC=CC)=O